4-((4-(2-(tert-Butyl)oxazol-4-yl)pyridin-2-yl)((4-(4-methoxy-3-methylphenyl)bicyclo[2.2.2]octan-1-yl)methyl)carbamoyl)(trans-cyclohexyl) 3-(hydroxymethyl)azetidine-1-carboxylate OCC1CN(C1)C(=O)O[C@@H]1CC[C@H](CC1)C(N(CC12CCC(CC1)(CC2)C2=CC(=C(C=C2)OC)C)C2=NC=CC(=C2)C=2N=C(OC2)C(C)(C)C)=O